(1R)-1-(4-fluorophenyl)ethan-1-amine FC1=CC=C(C=C1)[C@@H](C)N